N[C@H](C)[C@@H]1CC[C@H](CC1)C(=O)NC1=CC=NC=C1 trans-4-[(R)-1-aminoethyl]-N-(4-pyridyl)cyclohexaneformamide